ClC=1C=C(O[C@@H](CO)C)C=CC1C1COCCCN1 (R)-2-(3-chloro-4-[1,4]oxazepan-3-yl-phenoxy)-propan-1-ol